3-aminopropyl 4-[(tert-butoxycarbonyl)amino]-2,2-dimethylbutanoate C(C)(C)(C)OC(=O)NCCC(C(=O)OCCCN)(C)C